trans-tert-butyl 2-(4-(piperazin-1-ylmethyl)cyclohexyl)acetate N1(CCNCC1)C[C@@H]1CC[C@H](CC1)CC(=O)OC(C)(C)C